ClC=1C=NC(=NC1)OC1=C(C(=CC=C1)Cl)C1=NC=C(C=C1)C(F)(F)F 5-chloro-2-[2-[5-(trifluoromethyl)-2-pyridinyl]-3-chlorophenoxy]pyrimidine